(S)-5-(pyrazin-2-yl)-4-(4-(trifluoromethyl)pyrazolo[1,5-a]pyridin-2-yl)-4,5,6,7-tetrahydro-1H-imidazo[4,5-c]pyridine N1=C(C=NC=C1)N1[C@@H](C2=C(CC1)NC=N2)C2=NN1C(C(=CC=C1)C(F)(F)F)=C2